FC1=CC=C(C=C1)[C@@H]1N(CCC2=CC=CC=C12)C=1OC(CN1)C12CCN(CC1)CC2 2-((S)-1-(4-fluorophenyl)-3,4-dihydroisoquinolin-2(1H)-yl)-5-(quinuclidin-4-yl)-4,5-dihydrooxazole